FC(OC1=CC=C(C=C1)[C@H](C)N(C(=O)C=1NN=C2C1CN([C@@H](C2)C)C(=O)OC(C)(C)C)C[C@H](CO)O)F (R)-tert-butyl 3-(((S)-1-(4-(difluoromethoxy) phenyl) ethyl) ((R)-2,3-dihydroxypropyl) carbamoyl)-6-methyl-6,7-dihydro-2H-pyrazolo[4,3-c]pyridine-5(4H)-carboxylate